COC(=O)C=1C=CC(=C(C1)NCC1CN(CC1)C(=O)OC(C)(C)C)[N+](=O)[O-] tert-butyl 3-(((5-(methoxycarbonyl)-2-nitrophenyl)amino)methyl)pyrrolidine-1-carboxylate